C(CCCCC)NC([C@H](CNC(=O)C1=CC=C(C(=O)N2C[C@H]([C@@H](C2)C(=O)N[C@@H]2[C@H](C2)C2=CC=CC=C2)C(=O)N[C@@H]2[C@H](C2)C2=CC=CC=C2)C=C1)NC(CCCC)=O)=O (3S,4S)-1-(4-(((S)-3-(hexylamino)-3-oxo-2-pentanamidopropyl)carbamoyl)benzoyl)-N3,N4-bis((1S,2R)-2-phenylcyclopropyl)pyrrolidine-3,4-dicarboxamide